5-((1,4-dimethoxy-3-methylnaphthalen-2-yl)methyl)benzo[d]thiazole COC1=C(C(=C(C2=CC=CC=C12)OC)C)CC=1C=CC2=C(N=CS2)C1